(2R,3R,7S)-7-methyl-2,3-diphenyl-1,4-naphthyridin CC1=CC=C2N=C(C(=NC2=C1)C1=CC=CC=C1)C1=CC=CC=C1